C(CC)C(C(=O)OCC)(C(=O)OCC)CCC diethyl 2,2-dipropylmalonate